O[C@H]1C[C@]2(C(C3CCC4=CNC(CC[C@@]4(C13)C)=O)CC[C@@H]2C(=O)NC(C)C)C (5aR,6S,7aS,8S)-6-hydroxy-N-isopropyl-5a,7a-dimethyl-3-oxo-2,3,4,5,5a,5b,6,7,7a,8,9,10,10a,10b,11,12-hexadecahydrocyclopenta[5,6]naphtho[2,1-c]azepine-8-carboxamide